1-((3-(5-(3,5-difluorophenyl)-4,5-dihydro-1H-pyrazole-1-carbonyl)-bicyclo[1.1.1]pentan-1-yl)methyl)-5-methyl-1,2-dihydro-3H-pyrazol-3-one FC=1C=C(C=C(C1)F)C1CC=NN1C(=O)C12CC(C1)(C2)CN2NC(C=C2C)=O